2-(3,5-Difluoro-phenyl)-N-{6-[1-(4-fluoro-phenyl)-1-methyl-ethylamino]-2-morpholin-4-yl-pyridin-3-yl}-acetamide FC=1C=C(C=C(C1)F)CC(=O)NC=1C(=NC(=CC1)NC(C)(C)C1=CC=C(C=C1)F)N1CCOCC1